10-(2-(2-chlorophenyl)indol-3-yl)-10H-phenothiazine ClC1=C(C=CC=C1)C=1NC2=CC=CC=C2C1N1C2=CC=CC=C2SC=2C=CC=CC12